C(CC#CCC(C(=O)O)C(=O)O)(C(=O)O)C(=O)O 3-hexyne-1,1,6,6-tetracarboxylic acid